NC=1C=NC=NC1 5-amino-pyrimidine